(2R,4R)-tert-butyl 2-((4-(tert-butyl)phenyl)(2-(cyclohexylamino)-1-(5-methoxypyridin-3-yl)-2-oxoethyl)carbamoyl)-4-hydroxypyrrolidine-1-carboxylate C(C)(C)(C)C1=CC=C(C=C1)N(C(=O)[C@@H]1N(C[C@@H](C1)O)C(=O)OC(C)(C)C)C(C(=O)NC1CCCCC1)C=1C=NC=C(C1)OC